6-[2-(1-ethyl-4-piperidyl)-7-fluoro-indazol-5-yl]-2,8-dimethyl-imidazo[1,2-b]pyridazine C(C)N1CCC(CC1)N1N=C2C(=CC(=CC2=C1)C=1C=C(C=2N(N1)C=C(N2)C)C)F